naphthyl-(3-phenylprop-2-yn-1-yl)aminothiocarbonyl fluoride C1(=CC=CC2=CC=CC=C12)N(C(=S)F)CC#CC1=CC=CC=C1